(2-chloro-4-(7-((3-(pyrrolidin-1-yl)propyl)amino)thieno[3,2-b]pyridin-5-yl)phenyl)(morpholino)methanone ClC1=C(C=CC(=C1)C1=CC(=C2C(=N1)C=CS2)NCCCN2CCCC2)C(=O)N2CCOCC2